OC1CN(C1)CC=1C(=NN(C1)C1=NC(=NC=C1)NC=1C=C(C=C(C1)C=1C=NN(C1)C)NC(C=C)=O)C N-(3-(4-(4-((3-hydroxyazetidin-1-yl)methyl)-3-methyl-1H-pyrazol-1-yl)pyrimidin-2-ylamino)-5-(1-methyl-1H-pyrazol-4-yl)phenyl)acrylamide